N-Methyl-N'-dimethylaminopiperazin CN1CCN(CC1)N(C)C